CC1(OB(OC1(C)C)C1=C(C(=CC=C1)C=1C=CC2=C(OC3=C2C(=CC=C3)C3=CC=CC=C3)C1)C1=CC=C(C=C1)C1=CC=CC=C1)C 4,4,5,5-tetramethyl-2-(6-(9-phenyldibenzo[b,d]furan-3-yl)-[1,1':4',1''-terphenyl]-2-yl)-1,3,2-dioxaborolane